1-[[2-(difluoromethoxy)pyridin-4-yl]methyl]-3-[3-(trifluoromethoxy)cyclobutyl]urea FC(OC1=NC=CC(=C1)CNC(=O)NC1CC(C1)OC(F)(F)F)F